3-fluoro-5-(((1R,2aR)-3,3,4,4-tetrafluoro-1,2a-dihydroxy-2,2a,3,4-tetrahydro-1H-cyclopenta[cd]inden-7-yl)oxy)benzonitrile FC=1C=C(C#N)C=C(C1)OC1=CC=C2C=3[C@](C[C@H](C13)O)(C(C2(F)F)(F)F)O